(R)-1-(5-(1H-pyrazol-4-yl)isochroman-1-yl)-N-methylmethanamine hydrochloride salt Cl.N1N=CC(=C1)C1=C2CCO[C@H](C2=CC=C1)CNC